ClC1=CC=C2C(C(N(C2=C1)C)=O)C1=CC=CC=C1 6-chloro-1-methyl-3-phenylindolin-2-one